C(=CC=CC=C)P(OC)(OC)=O dimethyl 1,3,5-hexatrienylphosphonate